FC(C=1C(=NC=CC1)CN1C(C(=CC=2C1=NC(=CN2)C)N2CCN(CC2)C(=O)OC(C)(C)C)=O)F tert-butyl 4-(5-((3-(difluoromethyl)pyridin-2-yl)methyl)-3-methyl-6-oxo-5,6-dihydropyrido[2,3-b]pyrazin-7-yl)piperazine-1-carboxylate